N-(bis(4-(tributylsilyl)phenyl)phosphaneyl)-N-butyl-1-(2-fluorophenyl)-1-(4-(tributylsilyl)phenyl)phosphanamine C(CCC)[Si](C1=CC=C(C=C1)P(N(P(C1=CC=C(C=C1)[Si](CCCC)(CCCC)CCCC)C1=C(C=CC=C1)F)CCCC)C1=CC=C(C=C1)[Si](CCCC)(CCCC)CCCC)(CCCC)CCCC